2,3-dihydro-1H-inden-5-ol C1CCC2=CC(=CC=C12)O